BrC=1C(=NN2C1N=C(C=C2)C(=O)NCC(C)(C)O)C2=CC(=CC=C2)C#N 3-bromo-2-(3-cyanophenyl)-N-(2-hydroxy-2-methyl-propyl)pyrazolo[1,5-a]Pyrimidine-5-carboxamide